COCCN1C(=NC=2C1=NC(=CC2)C=2C=CN1N=C(N=CC12)NC1CCC(CC1)N(C)C)C N1-(5-(3-(2-methoxyethyl)-2-methyl-3H-imidazo[4,5-b]pyridin-5-yl)pyrrolo[2,1-f][1,2,4]triazin-2-yl)-N4,N4-dimethylcyclohexane-1,4-diamine